(R or S)-5-((3-(ethoxymethyl)-3-(4-fluorophenethyl)pyrrolidin-1-yl)methyl)-2-methoxyisonicotinonitrile C(C)OC[C@]1(CN(CC1)CC1=CN=C(C=C1C#N)OC)CCC1=CC=C(C=C1)F |o1:4|